C=1N=CN2C1C=CC(=C2)C2=CCC(CN2C(=O)OC(C)(C)C)C tert-Butyl 6-imidazo[1,5-a]pyridin-6-yl-3-methyl-3,4-dihydro-2H-pyridine-1-carboxylate